C(C)(C)(C)C=1C=C(C=C(C1OC)C(C)(C)C)N(C1=CC=C(C(=O)OC)C=C1)CC Methyl 4-[(3,5-di-tert-butyl-4-methoxyphenyl)(ethyl)amino]benzoate